C(C)(=O)OCC1=CC(=CC=C1)F (3-fluorophenyl)methanol acetate